8-bromo-2-(dimethylamino)-3,6-dimethyl-4H-chromen-4-one BrC=1C=C(C=C2C(C(=C(OC12)N(C)C)C)=O)C